COC1=CC=C(C=C1)C1=C(N=C2SC=CN21)CN2CCOCC2 5-(4-methoxyphenyl)-6-(morpholinomethyl)imidazo[2,1-b]thiazole